7-methoxy-1,8-naphthyridine-4-carbaldehyde COC1=CC=C2C(=CC=NC2=N1)C=O